FC1=CC=C(C=C1)C1=CC=C(S1)N 5-(4-fluorophenyl)thiophen-2-amine